COC(C1=CC(=CC=C1)C(NC1=CC2=C(NC(=N2)C2=CC=C(C=C2)C)C=C1)=O)=O 3-((2-(p-tolyl)-1H-benzimidazol-5-yl)carbamoyl)benzoic acid methyl ester